(1R,5S,8r)-3-{1-[1-(bicyclo[1.1.1]pentan-1-yl)-1H-pyrazol-4-yl]-5-chloro-1H-pyrazolo[3,4-b]pyridin-6-yl}-8-methyl-3-azabicyclo[3.2.1]octan-8-ol C12(CC(C1)C2)N2N=CC(=C2)N2N=CC=1C2=NC(=C(C1)Cl)N1C[C@H]2CC[C@@H](C1)C2(O)C